methyl 2-[2-[bis(tert-butoxycarbonyl)amino]ethoxymethyl]pyrimidine-5-carboxylate C(C)(C)(C)OC(=O)N(CCOCC1=NC=C(C=N1)C(=O)OC)C(=O)OC(C)(C)C